NC=1C=C2C(N(C=NC2=CC1)C1CCCCC1)=O 6-amino-3-cyclohexylquinazolin-4(3H)-one